ethyl (S)-1-((1-(tert-butoxycarbonyl)-4-hydroxy-3,3-dimethylpiperidin-4-yl)methyl)-4-chloro-6-oxo-1,6-dihydropyridine-3-carboxylate C(C)(C)(C)OC(=O)N1CC([C@](CC1)(O)CN1C=C(C(=CC1=O)Cl)C(=O)OCC)(C)C